CC(C=C)C1=C(/C=C/C2=CC(=C(OCOCC[Si](C)(C)C)C=C2)OC)C=C(C=C1OC)OCOCC[Si](C)(C)C (E)-(2-((4-(2-(but-3-en-2-yl)-3-methoxy-5-((2-(trimethylsilyl)ethoxy)methoxy)styryl)-2-methoxyphenoxy)methoxy)ethyl)trimethylsilane